FCCN[C@@H]1CC[C@H](CC1)NC(OC(C)(C)C)=O tert-butyl (trans-4-((2-fluoroethyl)amino)cyclohexyl)carbamate